C(C)OC(=O)C=1C=C(C=CC1[N+](=O)[O-])C1[C@H](CN(CC1)C(=O)OC(C)(C)C)CC tert-Butyl (R)-4-(3-ethoxycarbonyl-4-nitrophenyl)-3-ethylpiperidine-1-carboxylate